C(#N)CC1N(CCNC1)C(=O)O 2-(cyanomethyl)piperazine-1-carboxylic acid